Methyl (5-(4-iodophenyl)isoxazol-3-yl)methanesulfonate IC1=CC=C(C=C1)C1=CC(=NO1)CS(=O)(=O)OC